(2R,3R)-2-(2,4-difluorophenyl)-3-(((2-fluoropyridin-3-yl)methyl)disulfanyl)-1-(1H-1,2,4-triazol-1-yl)butan-2-ol FC1=C(C=CC(=C1)F)[C@@](CN1N=CN=C1)([C@@H](C)SSCC=1C(=NC=CC1)F)O